dl-1-(1-methylethoxy) ethyl maleate C(\C=C/C(=O)OCC)(=O)OOC(C)C